4'-[2-n-propyl-4-methyl-6-(1-methylbenzimidazol-2-yl)-benzimidazol-1-ylmethyl]-biphenyl-2-carboxylic acid C(CC)C1=NC2=C(N1CC1=CC=C(C=C1)C=1C(=CC=CC1)C(=O)O)C=C(C=C2C)C2=NC1=C(N2C)C=CC=C1